(E)-3-(3-(3-(3-chloro-5-fluoro-1H-indazol-6-yl)acrylamido)-5-fluoro-4-methylphenyl)propanoic acid ClC1=NNC2=CC(=C(C=C12)F)/C=C/C(=O)NC=1C=C(C=C(C1C)F)CCC(=O)O